4-((1S)-1-((2R)-2-(1-(4-fluorophenyl)ethoxy)-3-methylbutanoylamino)ethyl)benzoic acid FC1=CC=C(C=C1)C(C)O[C@@H](C(=O)N[C@@H](C)C1=CC=C(C(=O)O)C=C1)C(C)C